2-(5-bromopyridin-2-yl)-6-fluorobenzonitrile BrC=1C=CC(=NC1)C1=C(C#N)C(=CC=C1)F